Cl.O1CCNCC(C1)S(=O)(=O)N 1,4-oxazepane-6-sulfonamide hydrochloride